3-(6-methoxy-2-methylpyridin-3-yl)-7-(trifluoromethyl)-2,3-dihydroquinazolin-4(1H)-one COC1=CC=C(C(=N1)C)N1CNC2=CC(=CC=C2C1=O)C(F)(F)F